monomethyl-azelaic acid CC(CCCC(=O)O)CCCC(=O)O